BrC1CCC2C(OC1C2)=O trans-4-bromo-6-oxabicyclo[3.2.1]octan-7-one